2-(2-fluoro-4-(4-(trifluoromethyl)piperidin-1-yl)phenyl)spiro[3.3]heptane-2,6-diamine FC1=C(C=CC(=C1)N1CCC(CC1)C(F)(F)F)C1(CC2(C1)CC(C2)N)N